C1(CCCC1)C1=C(C=NC=2N1N=CC2)NC(=O)NC=2C=NC(=C(C2)C)C2=NOC(=N2)CCCCCN2CCN(CC2)C=2C=C1CN(C(C1=CC2)=O)C2C(NC(CC2)=O)=O 1-(7-cyclopentylpyrazolo[1,5-a]pyrimidin-6-yl)-3-[6-[5-[5-[4-[2-(2,6-dioxo-3-piperidyl)-1-oxo-isoindolin-5-yl]piperazin-1-yl]pentyl]-1,2,4-oxadiazol-3-yl]-5-methyl-3-pyridyl]urea